t-butyl (5-chloro-3-iodothieno[3,2-b]pyridin-7-yl)(thiophen-2-ylmethyl)carbamate ClC1=CC(=C2C(=N1)C(=CS2)I)N(C(OC(C)(C)C)=O)CC=2SC=CC2